C(C\C=C/CC)OC(CCCCC(=O)OCCCCCCBr)OCC\C=C/CC 6-bromohexyl 6,6-bis(((Z)-hex-3-en-1-yl)oxy)hexanoate